CS(=O)(=O)NC(=O)C1=CC=2N(C=C1C1=CC=CC=C1)C(=CN2)C2=CC=C(C=C2)OC(F)(F)F N-(methylsulfonyl)-6-phenyl-3-(4-(trifluoromethoxy)phenyl)imidazo[1,2-a]pyridine-7-carboxamide